CC(C(=O)N1C(C1)CC)(CC(CC(=O)N1C(C1)CC)C)C 2,2,4-trimethyladipoylbis[2-ethylaziridine]